N1(CCC1)CCNC(=O)C1=C(C2=C(CCC3=CN(N=C23)CC2=CC(=CC=C2)Cl)O1)C N-[2-(azetidin-1-yl)ethyl]-2-(3-chlorobenzyl)-8-methyl-4,5-dihydro-2H-furo[2,3-g]indazole-7-carboxamide